7-bromo-2-chloroquinazolin-4(3H)-one BrC1=CC=C2C(NC(=NC2=C1)Cl)=O